FC(C(=O)O)(F)F.CN methylamine trifluoroacetate